1-(5-(aminomethyl)thiophen-2-yl)-2-((6-ethoxy-2-methylquinazolin-4-yl)thio)ethan-1-one hydrochloride Cl.NCC1=CC=C(S1)C(CSC1=NC(=NC2=CC=C(C=C12)OCC)C)=O